C1CC(C[N+]12CCCCC2)O 5-Azonia-spiro[4.5]decan-3-ol